calcium, ammonium salt [NH4+].[Ca+2]